((2-methylpyridin-3-yl)methyl)glycine CC1=NC=CC=C1CNCC(=O)O